CN1C(C=2C=CC=C3C2C1=CC1=C(N3C)N=CC(=C1)NC(=O)C1CCOCC1)=O N-(1,6-dimethyl-2-oxo-2,6-dihydro-1H-pyrido[3',2':6,7]azepino[4,3,2-cd]isoindol-9-yl)tetrahydro-2H-pyran-4-carboxamide